5-bromo-7-methyl-1,7-naphthyridin-8(7H)-one BrC=1C=2C=CC=NC2C(N(C1)C)=O